1-(5,8-dichloro-2-(((5-methylisoxazol-3-yl)methyl)sulfinyl)quinolin-3-yl)ethan-1-one ClC1=C2C=C(C(=NC2=C(C=C1)Cl)S(=O)CC1=NOC(=C1)C)C(C)=O